2-(4-(4-((3r,5r,7r)-adamantan-1-yl)phenyl)-1H-1,2,3-triazol-1-yl)-1-(4-hydroxyphenyl)ethan-1-one C12(CC3CC(CC(C1)C3)C2)C2=CC=C(C=C2)C=2N=NN(C2)CC(=O)C2=CC=C(C=C2)O